N-(4-(2-(2-Aminopyridin-3-yl)-3H-imidazo[4,5-b]pyridin-3-yl)benzyl)-4-formyl-3-hydroxybenzamide NC1=NC=CC=C1C1=NC=2C(=NC=CC2)N1C1=CC=C(CNC(C2=CC(=C(C=C2)C=O)O)=O)C=C1